C(C)(C)C1=C(NC2=CC=C(C=C12)C1CCN(CC1)C1COC1)C1=CC=2N(C=C1)N=C(C2)C 5-(3-isopropyl-5-(1-(oxetan-3-yl)piperidin-4-yl)-1H-indol-2-yl)-2-methylpyrazolo[1,5-a]pyridine